OC1=CC=C(C=C1)C(C=CC1=CC(=CC=C1)F)=O 1-(4-hydroxyphenyl)-3-m-fluorophenyl-2-propen-1-one